COC=1C=C(C=CC1OC)[C@@H]1N(C[C@H](CC1)C)C(C(=O)NC=1C=C(C=NC1)C(=O)N)=O |r| rac-5-{2-[(2R,5S)-2-(3,4-dimethoxyphenyl)-5-methylpiperidin-1-Yl]-2-oxoacetamido}Pyridine-3-carboxamide